FC1=CC(=C2CN(C(C2=C1)=O)C1C(NC(CC1)=O)=O)N1CCN(CC1)CCCCCCCC1=CC(=CC=C1)C1=NC=2N(C(=C1)N1CCN(CC1)CCO)N=C(C2C2=CC=CC=C2)C 3-(6-Fluoro-4-(4-(7-(3-(7-(4-(2-hydroxyethyl)piperazin-1-yl)-2-methyl-3-phenyl-pyrazolo[1,5-a]pyrimidin-5-yl)phenyl)heptyl)piperazin-1-yl)-1-oxoisoindolin-2-yl)piperidine-2,6-dione